naphthalene iodine [I].C1=CC=CC2=CC=CC=C12